2''-{(2R)-3-[(4-methoxyphenyl)methoxy]-2-methylpropyl}-5''-methyl-2'',3''-dihydrodispiro[[1,3]dioxolane-2,1'-cyclohexane-4',1''-isoindole] COC1=CC=C(C=C1)COC[C@@H](CN1C2(C3=CC=C(C=C3C1)C)CCC1(CC2)OCCO1)C